(S)-3-methoxy-N-(6-(5-methyl-6,7-dihydro-5H-pyrrolo[2,1-c][1,2,4]triazol-3-yl)pyridin-2-yl)-1-(2-oxaspiro[3.3]heptan-6-yl)-1H-pyrazole-4-carboxamide COC1=NN(C=C1C(=O)NC1=NC(=CC=C1)C=1N2C(=NN1)CC[C@@H]2C)C2CC1(COC1)C2